ClC1=C(C=CC(=C1)OC1=NC=NC2=CC(=C3C(=C12)OCCO3)OC)NC(=O)NC(C)C 1-(2-chloro-4-((5-methoxy-2,3-dihydro-[1,4]dioxino[2,3-f]quinazolin-10-yl)oxy)phenyl)-3-isopropylurea